1-(6-cyclopropyl-2-(hydroxymethyl)imidazo[1,2-a]pyridin-8-yl)-3-methylimidazolidine-2,4-dione C1(CC1)C=1C=C(C=2N(C1)C=C(N2)CO)N2C(N(C(C2)=O)C)=O